2-(difluoromethoxy)-5-(4,5-dimethoxybenzofuran-2-yl)-7-methylquinoxaline FC(OC1=NC2=CC(=CC(=C2N=C1)C=1OC2=C(C1)C(=C(C=C2)OC)OC)C)F